BrC1=CC(=NC=C1)C1=NC=CC=C1 4-bromo-2,2'-bipyridine